tert-butyl 3-{5-[(tert-butoxycarbonyl)(methyl)amino]-4-cyano-3-[2-(1-cyclopropyl-4,6-difluoro-1,3-benzodiazol-5-yl)ethynyl]pyrazol-1-yl}azetidine-1-carboxylate C(C)(C)(C)OC(=O)N(C1=C(C(=NN1C1CN(C1)C(=O)OC(C)(C)C)C#CC1=C(C2=C(N(C=N2)C2CC2)C=C1F)F)C#N)C